(12R)-20-amino-19-methoxy-6-(trifluoromethyl)-22-oxa-3,4,16,21-tetrazatetracyclo[15.3.1.12,5.012,16]docosa-1(21),2,4,17,19-pentaen-6-ol NC1=C(C=C2N3CCC[C@H]3CCCCCC(C3=NN=C(C1=N2)O3)(O)C(F)(F)F)OC